CC1(N(C(C2=C1SC(=C2)C2=NC(=NC=C2)NC=2N(N=CC2)C)=O)CCN2CCOCC2)C 6,6-dimethyl-2-[2-[(2-methylpyrazol-3-yl)amino]pyrimidin-4-yl]-5-(2-morpholin-4-ylethyl)thieno[2,3-c]pyrrol-4-one